diisobutyl-(2,6-di-t-butyl-4-methylphenoxy)aluminum C(C(C)C)[Al](OC1=C(C=C(C=C1C(C)(C)C)C)C(C)(C)C)CC(C)C